CN1N=C(C(=C1)B1OC(C(O1)(C)C)(C)C)N 1-methyl-4-(4,4,5,5-tetramethyl-1,3,2-dioxaborolan-2-yl)pyrazol-3-amine